C(#N)C=1C=C(C=CC1OCCCC)C=1SC(=C(N1)C)C(=O)O 2-(3-cyano-4-n-butoxyphenyl)-4-methylthiazole-5-carboxylic acid